The molecule is a fatty acid-taurine conjugate obtained by deprotonation of the sulfonate group of N-arachidonoyltaurine; major species at pH 7.3. It is a conjugate base of a N-arachidonoyltaurine. CCCCC/C=C\\C/C=C\\C/C=C\\C/C=C\\CCCC(=O)NCCS(=O)(=O)[O-]